1-hydroxy-4-ethyl-6-cyclohexyl-pyridin-2-one ON1C(C=C(C=C1C1CCCCC1)CC)=O